CC(CC(C(=O)OCC)OS(=O)(=O)C)C ethyl 4-methyl-2-((methylsulfonyl)oxy)pentanoate